C1NCC12CC(C2)C(=C)C=2N=CC(=NC2)C2=C(C=C(C=C2)N2C=NC=C2)O 2-(5-(1-(2-azaspiro[3.3]heptan-6-yl)vinyl)pyrazin-2-yl)-5-(1H-imidazol-1-yl)phenol